1-(3-fluoro-4-(5-(trifluoromethyl)-1,2,4-oxadiazol-3-yl)phenyl)-2-(4-(trifluoromethoxy)phenoxy)ethan-1-one FC=1C=C(C=CC1C1=NOC(=N1)C(F)(F)F)C(COC1=CC=C(C=C1)OC(F)(F)F)=O